monocarboxyl-glycine C(=O)(O)NCC(=O)O